NC=1C=C(N(C1)C)C(=O)O 4-amino-2-carboxy-1-methylpyrrole